tert-butyl (2R,5S)-5-methyl-2-[2-(1,2,2-trimethyl-4-piperidyl) indazol-5-yl]piperidine-1-carboxylate C[C@H]1CC[C@@H](N(C1)C(=O)OC(C)(C)C)C1=CC2=CN(N=C2C=C1)C1CC(N(CC1)C)(C)C